4,8-dimethyl-4,7-decadienoic acid CC(CCC(=O)O)=CCC=C(CC)C